N1(CC1)CCC(=O)O.N1(CC1)CCC(=O)O.N1(CC1)CCC(=O)O.OCC(CO)(CC)CO 2,2-bis(hydroxymethyl)butanol-tris[3-(1-aziridinyl) propionate]